NC1=NC=NN2C1=C(C=C2C2CCN(CC2)OC2CC2)C2=CC=C(C=C2)NC(=O)C=2C(N(N1C2CCCC1)C1=NC=CC=C1)=O N-(4-(4-amino-7-(1-(cyclopropyloxy)piperidin-4-yl)pyrrolo[2,1-f][1,2,4]triazin-5-yl)phenyl)-2-oxo-1-(pyridin-2-yl)-1,2,4,5,6,7-hexahydropyrazolo[1,5-a]pyridine-3-carboxamide